4-[(7-morpholino-[1,2,4]triazolo[1,5-c]pyrimidin-5-yl)oxy]cyclohexanamine O1CCN(CC1)C1=CC=2N(C(=N1)OC1CCC(CC1)N)N=CN2